ClC1=CC=C(C=C1)C1(N(C(C2=CC(=CC(=C12)F)C(=O)C=1N=CN(C1)C)=O)CC1=CC=C(C=N1)C#N)OC[C@@H](C)O 6-{[1-(4-chlorophenyl)-7-fluoro-1-[(2R)-2-hydroxypropoxy]-5-(1-methyl-1H-imidazole-4-carbonyl)-3-oxo-2,3-dihydro-1H-isoindol-2-yl]methyl}pyridine-3-carbonitrile